5'-O-(4,4-dimethoxytrityl)-2'-O-[(tert-butyl)dimethylsilyl]-N6-benzoyl-7-deaza-2'-C-methyladenosine COC1(CC=C(C(C2=CC=CC=C2)(C2=CC=CC=C2)OC[C@@H]2[C@H]([C@]([C@@H](O2)N2C=CC=3C(NC(C4=CC=CC=C4)=O)=NC=NC23)(O[Si](C)(C)C(C)(C)C)C)O)C=C1)OC